4-fluoro-5-(3-methyl-2,3,4,5-tetrahydropyridin-6-yl)-1H-indazole FC1=C2C=NNC2=CC=C1C=1CCC(CN1)C